barium-iron [Fe].[Ba]